1-Butoxy-2-propanamin C(CCC)OCC(C)N